(S)-3-fluoro-N'-((2,4,5,6-tetrahydro-1H-cyclobuta[f]inden-3-yl)carbamoyl)-4,5,6,7-tetrahydrothieno[3,2-c]pyridine-2-sulfonimidamide FC1=C(SC2=C1CNCC2)[S@](=O)(N)=NC(NC2=C1C(=CC=3CCCC23)CC1)=O